(4S)-7-(3,5-Dimethylisoxazol-4-yl)-2-piperazin-1-yl-4-pyridin-2-yl-4,5-dihydroimidazo[1,5,4-de][1,4]benzoxazine trihydrochloride Cl.Cl.Cl.CC1=NOC(=C1C1=CC=C2C=3N([C@H](COC31)C3=NC=CC=C3)C(=N2)N2CCNCC2)C